5-chloro-N-((1r,4r)-4-((2-oxo-2,3-dihydro-1H-benzo[d]imidazol-1-yl)methyl)cyclohexyl)-2-(trifluoromethyl)nicotinamide ClC=1C=NC(=C(C(=O)NC2CCC(CC2)CN2C(NC3=C2C=CC=C3)=O)C1)C(F)(F)F